(3,5-dimethylphenyl)pyrrolidin-1-yl-methylphenoxy-benzamide ethyl-N-[(5-methyl-4-phenyl-2H-pyrazol-3-yl)carbamothioyl]carbamate C(C)OC(NC(NC=1NN=C(C1C1=CC=CC=C1)C)=S)=O.CC=1C=C(C=C(C1)C)C=1C(=C(C(=C(C(=O)N)C1)OC1=CC=CC=C1)C)N1CCCC1